7-(3-nitrophenyl)-5,7-dihydro-4H-[1,2,3]triazolo[4',5':3,4]benzo[1,2-c][1,2,5]oxadiazole 3,6-dioxide [N+](=O)([O-])C=1C=C(C=CC1)N1[N+](=C2C(C=3C(=[N+](ON3)[O-])CC2)=N1)[O-]